N2-[5-methoxy-4-(1-methyl-2,3,4,7-tetrahydroazepin-5-yl)-2-pyridyl]-N4,6-dimethyl-pyrimidine-2,4-diamine COC=1C(=CC(=NC1)NC1=NC(=CC(=N1)NC)C)C=1CCCN(CC1)C